C(=C)C1=CC=C(C=C1)C1=CC(=CC=C1)CC 4-vinyl-3'-ethylbiphenyl